ClC1=NC=CC=C1C1=NC2=C(N1)C(=CC(=C2)C(F)(F)F)F 2-(2-chloropyridin-3-yl)-7-fluoro-5-(trifluoromethyl)-1H-1,3-benzodiazole